methyl 2-[(3aR,6R,6aR)-4-methoxy-2,2-dimethyl-3a,4,6,6a-tetrahydrofuro[3,4-d][1,3]dioxol-6-yl]acetate COC1O[C@@H]([C@H]2OC(O[C@H]21)(C)C)CC(=O)OC